C(C)(C)(C)NS(=O)(=O)C1=CC=C(C=C1)NC(=O)C1CC=2C(=NC=CC2)N1 N-(4-(N-tert-butylsulfamoyl)phenyl)-2,3-dihydro-1H-pyrrolo[2,3-b]pyridine-2-carboxamide